C1NCCC12CCN(CC2)C2=C(C(N(C1=CC(=CC=C21)N(C)CCOC)C)=O)C#N 4-(2,8-diazaspiro[4.5]decan-8-yl)-7-[(2-methoxyethyl)(methyl)amino]-1-methyl-2-oxo-1,2-dihydroquinoline-3-carbonitrile